tri(2,3-epoxypropyl)propyl-trimethoxysilane Palladium (II) 6-methylpicolinate CC1=CC=CC(=N1)C(=O)[O-].[Pd+2].C(C1CO1)C(O[Si](OC)(OC)CCC)(CC1CO1)CC1CO1.CC1=CC=CC(=N1)C(=O)[O-]